3-methyl-5H-pyrrolo[1,2-c]imidazol-7(6H)-one CC1=NC=C2N1CCC2=O